1-[5-chloro-2-(2-hydroxyethyl)phenyl]-3-[3-(2-hydroxyethylamino)-5-methoxyphenyl]urea ClC=1C=CC(=C(C1)NC(=O)NC1=CC(=CC(=C1)OC)NCCO)CCO